N=1N(N=CC1)CC=1C(=C(C(=O)N([C@H]2CNCCC2)C2=NC=CC3=CC=CC(=C23)C)C=CC1)F (R)-3-((2H-1,2,3-triazol-2-yl)methyl)-2-fluoro-N-(8-methylisoquinolin-1-yl)-N-(piperidin-3-yl)benzamide